ClC=1C(=NC(=NC1)N1C[C@@H](CCC1)OC)NC1=CC=2C3=C(C(N(C2C=C1)C)=O)OCC([C@@H](N3)C3CC3)(F)F (S)-10-((5-Chloro-2-((R)-3-methoxypiperidin-1-yl)pyrimidin-4-yl)amino)-2-cyclopropyl-3,3-difluoro-7-methyl-1,2,3,4-tetrahydro-[1,4]oxazepino[2,3-c]chinolin-6(7H)-on